BrC=1C=CC(=C(C(=O)N(CCO)CC2=C(C=CC(=C2)OC(F)(F)F)F)C1)F 5-Bromo-2-fluoro-N-(2-fluoro-5-(trifluoromethoxy)benzyl)-N-(2-hydroxyethyl)benzamide